(+-)-mandelate C([C@H](O)C1=CC=CC=C1)(=O)[O-] |r|